ClC=1NC(C2=C(N1)N(N=C2)C2CCC(CC2)(F)F)=O 6-chloro-1-(4,4-difluorocyclohexyl)-1,5-dihydro-4H-pyrazolo[3,4-d]pyrimidin-4-one